pentadecan-8-Ol CCCCCCCC(CCCCCCC)O